Cyclopropylmethyl (2-amino-5-(cyclopent-1-en-1-yl)phenyl)carbamate NC1=C(C=C(C=C1)C1=CCCC1)NC(OCC1CC1)=O